di(isopropyl)(dimethylphenyl)isoquinoline C(C)(C)C1=C(N=C(C2=CC=CC=C12)C1=C(C(=CC=C1)C)C)C(C)C